C(C)N(CCSC1=C2CN(C(C2=CC=C1)=O)C1C(NC(CC1)=O)=O)CC 3-(4-((2-(diethylamino)ethyl)thio)-1-oxoisoindolin-2-yl)piperidine-2,6-dione